(2s,3s)-diethyl tartrate C(=O)(OCC)C(O)C(O)C(=O)OCC